2-(6-(((1R,4R,5R,6S)-6-fluoro-2-azabicyclo[2.2.2]octan-5-yl)oxy)pyridazin-3-yl)-5-(1H-imidazol-1-yl)phenol F[C@@H]1[C@@H]([C@H]2CN[C@@H]1CC2)OC2=CC=C(N=N2)C2=C(C=C(C=C2)N2C=NC=C2)O